Tridecyl (tert-butoxycarbonyl)-L-phenylalaninate C(C)(C)(C)OC(=O)N[C@@H](CC1=CC=CC=C1)C(=O)OCCCCCCCCCCCCC